CC(=CCOC=1C=CC(=C(OCC(=O)O)C1)C(C=CC1=CC=CC=C1)=O)C 2-[5-(3-Methylbut-2-enoxy)-2-(3-phenylprop-2-enoyl)phenoxy]acetic acid